2-(4-chloro-3-(2-(((S)-phenyl((R)-1,2,3,4-tetrahydro-1,5-naphthyridin-3-yl)methyl)amino)ethyl)phenyl)acetic acid ClC1=C(C=C(C=C1)CC(=O)O)CCN[C@@H]([C@H]1CNC2=CC=CN=C2C1)C1=CC=CC=C1